The molecule is a 13-HPODE(1-) that is the conjugate base of 13(R)-HPODE, obtained by deprotonation of the carboxylic acid function. Major microspecies at pH 7.3. It is a conjugate base of a (13R)-HPODE. It is an enantiomer of a 13(S)-HPODE(1-). CCCCC[C@H](/C=C/C=C\\CCCCCCCC(=O)[O-])OO